(R)-2-amino-3-[(7-methylthieno[3,2-b]pyridine-2-carbonyl)amino]propionic acid N[C@@H](C(=O)O)CNC(=O)C1=CC2=NC=CC(=C2S1)C